6-((4-chlorobenzyl)amino)benzo[b]thiophene-4,7-dione ClC1=CC=C(CNC2=CC(C3=C(SC=C3)C2=O)=O)C=C1